6-bromo-5-fluoro-1H-pyrrolo[2,3-b]pyridine-2-carboxylic acid ethyl ester C(C)OC(=O)C1=CC=2C(=NC(=C(C2)F)Br)N1